C1(CCC1)CN[C@H]1CN(CCC1)C1=CC(N(C=C1)C(C)N1N=NC(=C1)C=1N=NC=C(C1)N(C)C)=O 4-((R)-3-((cyclobutylmethyl)amino)piperidin-1-yl)-1-(1-(4-(5-(dimethylamino)pyridazin-3-yl)-1H-1,2,3-triazol-1-yl)ethyl)pyridin-2(1H)-one